5'-fluoro-4,6'-dimethyl-N-(4-methylthiazol-2-yl)-[3,4'-bipyridine] FC=1C(=CC=NC1C)C=1CN(C=CC1C)C=1SC=C(N1)C